1-(4,4-difluoro-4,7-dihydro-5H-thieno[2,3-c]pyran-7-yl)-N-methyl-methylamine FC1(C2=C(C(OC1)CNC)SC=C2)F